2-[6-(2,4-difluorobenzyl)-2-azaspiro[3.3]heptane-2-carbonyl]-8-oxa-2,5-diazaspiro[3.5]nonan-6-one FC1=C(CC2CC3(CN(C3)C(=O)N3CC4(C3)NC(COC4)=O)C2)C=CC(=C1)F